(3R,4R,5S)-4-acetamido-5-((6-methyl-[1,1'-biphenyl]-3-yl)methyl)amino-3-(pentan-3-oxy)cyclohex-1-en-1-carboxylic acid C(C)(=O)N[C@H]1[C@@H](C=C(C[C@@H]1NCC=1C=C(C(=CC1)C)C1=CC=CC=C1)C(=O)O)OC(CC)CC